N-[2-(4-acetyl-2-pyridyl)-2-(1-methylpyrazol-4-yl)propyl]-5-(2,4-difluorophenyl)isoxazole-3-carboxamide C(C)(=O)C1=CC(=NC=C1)C(CNC(=O)C1=NOC(=C1)C1=C(C=C(C=C1)F)F)(C)C=1C=NN(C1)C